C(C)C(CC(C)OC1=CC=C(C=C)C=C1)CCCC p-1-(2-ethylhexyl)ethoxystyrene